1-(4-morpholinophenyl)pentan-1-one O1CCN(CC1)C1=CC=C(C=C1)C(CCCC)=O